[2-[2-(Fmoc-amino)ethoxy]ethoxy]acetic acid C(=O)(OCC1C2=CC=CC=C2C2=CC=CC=C12)NCCOCCOCC(=O)O